(S)-1-(benzofuran-5-yl)ethanol O1C=CC2=C1C=CC(=C2)[C@H](C)O